[Na].[Na].O1C=NC2=C1C=CC=C2.O2C=NC1=C2C=CC=C1 bisbenzoxazole disodium salt